CC(C)(CCC)C(C(C(C(=O)[O-])(C(C)(CCC)C)C(C)(CCC)C)(O)C(=O)[O-])C(=O)[O-] Tri(2-methyl-2-pentyl)citrat